R-adenosine [C@@H]1([C@H](O)[C@H](O)[C@@H](CO)O1)N1C=NC=2C(N)=NC=NC12